2H-spiro[imidazo[1,5-a]pyridine-3,4'-isoquinoline]-2'(3'H)-carboxylic acid tert-butyl ester C(C)(C)(C)OC(=O)N1CC2=CC=CC=C2C2(C1)NC=C1N2C=CC=C1